1-(4-bromo-2-fluorophenyl)urea BrC1=CC(=C(C=C1)NC(=O)N)F